ClC1=C(C=O)C(=CC(=C1OC)OC)F 2-chloro-6-fluoro-3,4-dimethoxybenzaldehyde